O=C1CCOC2=CC(=CC=C12)OC(C1=CC=C(C#N)C=C1)C=1C=NC=CC1 4-(((4-oxochroman-7-yl)oxy)(pyridin-3-yl)methyl)benzonitrile